2-(1-methylpyrazol-4-yl)-2-thiazol-2-yl-propan-1-amine CN1N=CC(=C1)C(CN)(C)C=1SC=CN1